3-morpholino-4-[N-[[4-[5-(trifluoromethyl)-1,3,4-oxadiazol-2-yl]phenyl]methyl]phenylamino]cyclobut-3-ene-1,2-dione O1CCN(CC1)C=1C(C(C1N(CC1=CC=C(C=C1)C=1OC(=NN1)C(F)(F)F)C1=CC=CC=C1)=O)=O